4-(p-chlorophenyl)-2-trifluoromethyl-3-oxazoline-5-one ClC1=CC=C(C=C1)C1=NC(OC1=O)C(F)(F)F